Tert-butyl-2-[4-[(1-cyclopentyl-3-methyl-2-oxo-4H-pyrimido[4,5-d]pyrimidin-7-yl)amino]-3-methyl-phenyl]sulfonyl-7-azaspiro[3.5]nonane-7-carboxylate C(C)(C)(C)OC(=O)N1CCC2(CC(C2)S(=O)(=O)C2=CC(=C(C=C2)NC2=NC=C3C(=N2)N(C(N(C3)C)=O)C3CCCC3)C)CC1